CC1=C2C=CC(=NC2=NC=C1)CO (5-methyl-1,8-naphthyridin-2-yl)methanol